C(#N)C[C@@H]1C[C@H]([C@H](N1C(=O)OC(C)(C)C)C)O tert-Butyl (2R,3R,5R)-5-(cyanomethyl)-3-hydroxy-2-methylpyrrolidine-1-carboxylate